COC1=CC(=C(C2=C1C(\C(\O2)=C/C=2SC=CC2)=O)C2CCN(CC2)C)OC (E)-4,6-dimethoxy-7-(1-methylpiperidin-4-yl)-2-(thien-2-ylmethylene)benzofuran-3(2H)-one